C(C)OCC1(CCN(CC1)CC=1C=NN(C1)C)CCC=1SC=C(C1)C 4-(ethoxymethyl)-1-((1-methyl-1H-pyrazol-4-yl)methyl)-4-(2-(4-methylthiophen-2-yl)ethyl)piperidine